C(C)C1=C(C(N)N)C(=CC=C1)CC 2,6-diethyltoluenediamine